5-(3-hydroxyphenyl)valeric acid OC=1C=C(C=CC1)CCCCC(=O)O